FC(OC1=CC=C(C=C1)S(=O)(N)=NC(NC1=C2CCCC2=CC=2CCCC12)=O)F 4-(Difluoromethoxy)-N'-((1,2,3,5,6,7-hexahydro-s-indacen-4-yl)carbamoyl)benzenesulfonimidamide